OC(C(=O)O)C(O)(C(=O)O)CC(=O)O (+)-hydroxycitric acid